FC=1C(=C(C=CC1)OC)F Difluoroanisol